ClC1=C(C=C(C=C1)F)C1NC(C2=CC(=CC(=C12)NC(C1=CC(=CC(=C1)C(F)(F)F)F)=O)CS(=O)(=O)Cl)=O (1-(2-chloro-5-fluorophenyl)-7-(3-fluoro-5-(trifluoromethyl)benzamido)-3-oxoisoindolin-5-yl)methanesulfonyl chloride